C1(=CC=CC2=CC=CC=C12)C1=[C-]C(OC2=CC=CC=C12)=O naphthyl-coumarinid